2-Fluoro-N-(2-(4-(pyridin-2-yl)piperazin-1-yl)pyrimidin-5-yl)benzamid FC1=C(C(=O)NC=2C=NC(=NC2)N2CCN(CC2)C2=NC=CC=C2)C=CC=C1